methyl 3-(3-(2-(3-((4-(aminomethyl)-1H-indol-5-yl)oxy)phenyl)-1H-imidazole-5-carbonyl)phenyl)propanoate NCC1=C2C=CNC2=CC=C1OC=1C=C(C=CC1)C=1NC(=CN1)C(=O)C=1C=C(C=CC1)CCC(=O)OC